NC=1C=C(OC2=CC=C(C=C2)C2=CC3=C(C(N(C(O3)=O)CC(=O)O)=O)N=C2)C=CC1 2-{7-[4-(3-aminophenoxy)phenyl]-2,4-dioxo-2H-pyrido[2,3-e][1,3]oxazin-3(4H)-yl}acetic acid